dibenzyl-5-oxa-1,9-nonanediamine C(C1=CC=CC=C1)C(CCCOCCCCN)(N)CC1=CC=CC=C1